4-(4-(3,6-diazabicyclo[3.1.1]heptan-6-yl)-6-fluoro-2-(((S)-1-methylpyrrolidin-2-yl)methoxy)pyrido[2,3-d]pyrimidin-7-yl)-5-fluoronaphthalen-2-ol C12CNCC(N1C=1C3=C(N=C(N1)OC[C@H]1N(CCC1)C)N=C(C(=C3)F)C3=CC(=CC1=CC=CC(=C31)F)O)C2